4-nondienal C=CCC(C=CCCC)=O